C[C@H]1N([C@H](CN(C1)C1=NC=C(C=N1)C(F)(F)F)C)C(=O)OCC1CC2(CN(C2)CC2=CC=CC=C2)C1 {2-benzyl-2-azaspiro[3.3]heptan-6-yl}methyl (2R,6S)-2,6-dimethyl-4-[5-(trifluoromethyl)pyrimidin-2-yl]piperazine-1-carboxylate